FC=1C=C(C=CC1)C1=CC=2N(C3=CC(=CC=C3C2C=C1)C1=CC(=CC=C1)F)C1=C(C(=O)O)C=CC=C1 (2,7-bis(3-fluorophenyl)-9H-carbazol-9-yl)benzoic acid